4-(1-Methylcyclohexyl)-2-[4-[(E)-3-oxo-3-phenylprop-1-enyl]phenoxy]butanoic acid CC1(CCCCC1)CCC(C(=O)O)OC1=CC=C(C=C1)\C=C\C(C1=CC=CC=C1)=O